N-(3-(dimethylamino)benzyl)-N-(3-methoxybenzyl)-3-((2-(2-(3-methoxybenzyloxy)ethoxy)ethoxy)methyl)aniline CN(C=1C=C(CN(C2=CC(=CC=C2)COCCOCCOCC2=CC(=CC=C2)OC)CC2=CC(=CC=C2)OC)C=CC1)C